tert-butyl 3-bromo-2-hydroxy-5,8-dihydro-1,7-naphthyridine-7(6H)-carboxylate BrC=1C(=NC=2CN(CCC2C1)C(=O)OC(C)(C)C)O